C1(CC1)OC1=C(C=C(C=C1F)F)CN (2-cyclopropyloxy-3,5-difluorophenyl)methylamine